methyl 3-(9-((4-(((tert-butoxycarbonyl)amino)methyl)-2-(hexyloxy)phenyl)carbamoyl)-4,5-dihydrobenzo[b]thieno[2,3-d]oxepin-8-yl)-6-(propylcarbamoyl)picolinate C(C)(C)(C)OC(=O)NCC1=CC(=C(C=C1)NC(=O)C1=CC2=C(OCCC3=C2SC=C3)C=C1C=1C(=NC(=CC1)C(NCCC)=O)C(=O)OC)OCCCCCC